OC(C(CC(CCC=O)C)=O)C(C)C 7-hydroxy-4,8-dimethyl-1,6-nonanedione